P(=O)(O)(O)COCCN1C=2N=C(NC(C2N=C1)=O)N 9-[2-(phosphono-methoxy)ethyl]guanine